C1(=CC=C(C=C1)C(C)(C)NS(NC1(CN2CCC1CC2)C)(=O)=O)C2=CC=CC=C2 N-[2-(biphenyl-4-yl)propan-2-yl]-N'-(3-methyl-1-azabicyclo[2.2.2]oct-3-yl)sulfuric diamide